(S)-1-(5-(2-(1-cyclopropylethyl)-7-methyl-1-oxoisoindolin-5-yl)-4-methylthiazol-2-yl)-3-methylurea C1(CC1)[C@H](C)N1C(C2=C(C=C(C=C2C1)C1=C(N=C(S1)NC(=O)NC)C)C)=O